2-(4-(1-(4-chloro-3-fluorophenyl)-3,3-dimethyl-2,3-dihydro-1H-pyrrolo[3,2-b]pyridine-5-carbonyl)-3,3-dimethylpiperazin-1-yl)-4-(trifluoromethyl)thiazole-5-carboxylic acid ClC1=C(C=C(C=C1)N1CC(C2=NC(=CC=C21)C(=O)N2C(CN(CC2)C=2SC(=C(N2)C(F)(F)F)C(=O)O)(C)C)(C)C)F